FC1(CC(COC1)C(=O)O)F.FC1(CC(COC1)C1=CN(C2=C1N=C(N=C2)Cl)C2CC2)F 7-(5,5-difluorotetrahydro-2H-pyran-3-yl)-2-chloro-5-cyclopropyl-5H-pyrrolo[3,2-d]pyrimidine 5,5-difluorotetrahydro-2H-pyran-3-carboxylate